NC=1C2=C(N=CN1)N(C(=C2C(NN)=N)NN)[C@@H]2O[C@@H]([C@H]([C@H]2O)O)CO 4-amino-7-((2R,3R,4S,5R)-3,4-dihydroxy-5-(hydroxymethyl)tetrahydrofuran-2-yl)-6-hydrazinyl-7H-pyrrolo[2,3-d]pyrimidine-5-carboximidhydrazide